C1(CC1)NC(C1=C(C=C(C=C1OC)C1=CN=C2N1C=CC(=C2)OCC2=NN=CN2C)OC(F)F)=O N-cyclopropyl-2-(difluoromethoxy)-6-methoxy-4-[7-[(4-methyl-1,2,4-triazol-3-yl)methoxy]imidazo[1,2-a]pyridin-3-yl]benzamide